tert-butyl 4-[2-[5-cyclopropyl-3-[4-[(3,4-dimethoxyphenyl)methylamino]-1-isopropyl-pyrazolo[4,3-c]pyridin-3-yl]isoxazol-4-yl]pyrimidin-5-yl]piperidine-1-carboxylate C1(CC1)C1=C(C(=NO1)C1=NN(C2=C1C(=NC=C2)NCC2=CC(=C(C=C2)OC)OC)C(C)C)C2=NC=C(C=N2)C2CCN(CC2)C(=O)OC(C)(C)C